2,2,2-trifluoroethyl methyl ethylene carbonate C(O)(O)=O.FC(CC(=C)C)(F)F